Benzene (N,N-dimethylsulfamate) CN(S(O)(=O)=O)C.C1=CC=CC=C1